3-(1-bromo-8-chloroimidazo[1,5-a]pyrazin-3-yl)pyrrolidine-1-carboxylic acid benzyl ester C(C1=CC=CC=C1)OC(=O)N1CC(CC1)C1=NC(=C2N1C=CN=C2Cl)Br